3-(1-bromopropyl)benzofuran BrC(CC)C1=COC2=C1C=CC=C2